OC(C(C)(C)C1=C(C=CC=C1)C(=C)C)=O (1-hydroxy-2-methyl-1-oxopropyl)(1-methylethenyl)-benzene